2-Chloro-5-{[(2,2-dimethylpropionyl)amino]methyl}-N-{1-[6-(methoxymethyl)pyridin-3-yl]-1H-indazol-4-yl}benzamide ClC1=C(C(=O)NC2=C3C=NN(C3=CC=C2)C=2C=NC(=CC2)COC)C=C(C=C1)CNC(C(C)(C)C)=O